OCCN1C(CC(CC1(C)C)O)(C)C (2-hydroxyethyl)-2,2,6,6-tetramethyl-4-hydroxypiperidine